O=C1NC(CC[C@H]1N1CC2=CC=C(C(=C2C1=O)F)CNC(OC1CC(C1)N1N=CC2=CC=CC(=C12)C)=O)=O (1r,3r)-3-(7-methyl-1H-indazol-1-yl)cyclobutyl ((2-(2,6-dioxopiperidin-3-yl)-4-fluoro-3-oxoisoindolin-5-yl)methyl)carbamate